5-(2-cyclopropylphenyl)-2,3-dihydrospiro[indene-1,3'-pyrrolidine]-3-ol C1(CC1)C1=C(C=CC=C1)C=1C=C2C(CC3(CNCC3)C2=CC1)O